Cl.Cl.NCC[Se][Se]CCN selenocystamine dihydrochloride